FC(C1=CC=CC(=N1)NC(=O)C1=CC2=CN(N=C2C=C1OC(C)C)[C@@H]1COCC1)F (S)-N-(6-(difluoromethyl)pyridin-2-yl)-6-isopropoxy-2-(tetrahydrofuran-3-yl)-2H-indazole-5-carboxamide